(1S)-2-[4,6-bis(trifluoromethyl)-1,3,5-triazin-2-yl]-6-chloro-1-[(2S)-2-methoxypropyl]-2,3,4,9-tetrahydro-1H-pyrido[3,4-b]indole FC(C1=NC(=NC(=N1)C(F)(F)F)N1[C@H](C=2NC3=CC=C(C=C3C2CC1)Cl)C[C@H](C)OC)(F)F